NC1=C(C(=O)N)C=C(C=C1)N1[C@H](CC(CC1)CC)C (S)-2-amino-5-(4-ethyl-2-methylpiperidin-1-yl)benzamide